BrC1=CC(=C2CN(CC2=C1)C(CC#C[Si](C(C)C)(C(C)C)C(C)C)C1=C(C=CC(=C1)F)F)F 6-bromo-2-(1-(2,5-difluorophenyl)-4-(triisopropylsilyl)but-3-yn-1-yl)-4-fluoroisoindoline